2-phenyl-3-(4-(trifluoromethyl)benzyl)naphthalene-1,4-dione C1(=CC=CC=C1)C=1C(C2=CC=CC=C2C(C1CC1=CC=C(C=C1)C(F)(F)F)=O)=O